ditaurine disodium salt [Na+].[Na+].NCCS(=O)(=O)[O-].NCCS(=O)(=O)[O-]